tert-butyl 3-(5-(6-(3-cyanopyrrolo[1,2-b]pyridazin-7-yl)-4-(((S)-tetrahydrofuran-3-yl)amino)pyridin-3-yl)-1,3,4-thiadiazol-2-yl)-3,8-diazabicyclo[3.2.1]octane-8-carboxylate C(#N)C1=CC=2N(N=C1)C(=CC2)C2=CC(=C(C=N2)C2=NN=C(S2)N2CC1CCC(C2)N1C(=O)OC(C)(C)C)N[C@@H]1COCC1